5-((2-(8-((3-methoxyphenyl)amino)pyrimido[5,4-d]pyrimidin-4-yl)hydrazineylidene)methyl)benzene-1,2,3-triol COC=1C=C(C=CC1)NC1=NC=NC2=C1N=CN=C2NN=CC=2C=C(C(=C(C2)O)O)O